NC1=NC=NN2C1=NC=C2C=2C=C(C=CC2C)S(=O)(=O)N2CC1(C2)C(N(CC1)C)=O 2-((3-(4-Aminoimidazo[2,1-f][1,2,4]triazin-7-yl)-4-methylphenyl)sulfonyl)-6-methyl-2,6-diazaspiro[3.4]octan-5-one